N-Ethyl-2-((4-((S)-2-(((((1r,4S)-4-(ethanesulfonamido)cyclohexyl)methyl)amino)methyl)morpholinyl)pyrimidin-5-yl)oxy)-5-fluoro-N-isopropylbenzamide C(C)N(C(C1=C(C=CC(=C1)F)OC=1C(=NC=NC1)N1C[C@@H](OCC1)CNCC1CCC(CC1)NS(=O)(=O)CC)=O)C(C)C